CC1=C(C=C(C=C1)NC(=O)N1C2CCCC1C2)C2=NC=CC(=N2)C(F)(F)F N-(4-methyl-3-(4-(trifluoromethyl)pyrimidin-2-yl)phenyl)-6-azabicyclo[3.1.1]heptane-6-carboxamide